C(CC1=CC=CC=C1)C=1C(=C(C=CC1)O)C(C)(C)C1=CC=CC=C1 phenethyl-cumylphenol